C(C)(C)(C)OC(C(CC(C)C)NC(CCCCCCCCCCCCCCC(=O)O)=O)=O 16-(1-tert-butoxy-4-methyl-1-oxopentan-2-ylamino)-16-oxohexadecanoic acid